FC(C(=O)O)(F)F.C(C=C)(=O)N acrylamide, trifluoroacetate salt